CNC(=O)C1N(CCC1)C(C1=CN=CC(=C1)NC)=O N-methyl-1-(5-(methylamino)nicotinoyl)pyrrolidin-2-formamide